CC1(COC2=C1C=C(C=C2)S(=O)(=O)N2CCC(CC2)C(=O)NC=2C=CC1=C(N=CS1)C2)C 1-((3,3-dimethyl-2,3-dihydrobenzofuran-5-yl)sulfonyl)N-(benzo[d]thiazol-5-yl)-piperidine-4-carboxamide